2,5-dibromomethyl-3,4-dibromothiophene BrCC=1SC(=C(C1Br)Br)CBr